tert-butyl (1R,3S)-3-methyl-4-oxocyclopentane-1-carboxylate C[C@H]1C[C@H](CC1=O)C(=O)OC(C)(C)C